phenoxyethyl-ammonium chloride [Cl-].O(C1=CC=CC=C1)CC[NH3+]